CC1=CC(=C(C=N1)OC1CCC(CC1)O)C1=CC=2N(C=C1)N=C(C2)NC2=CC=C1C(=N2)NC=C1 4-[[6-methyl-4-[2-(1H-pyrrolo[2,3-b]pyridin-6-ylamino)pyrazolo[1,5-a]pyridin-5-yl]-3-pyridyl]oxy]cyclohexanol